BrC1=C2C=NN(C2=CC2=C1C(CC2)(O)C)C2OCCCC2 4-bromo-5-methyl-1-(tetrahydro-2H-pyran-2-yl)-1,5,6,7-tetrahydrocyclopenta[f]indazol-5-ol